C(C)N(C=1C(=CC=CC1)C)CC N,N-diethyl-ortho-toluidine